CC1=CC(=C(C2=CC=CC=C12)N1C(C(=CC1=O)C)=O)C#N 4-methyl-1-(3-methyl-2,5-dioxo-2,5-dihydro-1H-pyrrol-1-yl)-2-naphthalenecarbonitrile